Cl.Cl.BrC1=CC=C2C(=CN(C2=C1)C\C=C\[C@H]1NCCC[C@@H]1O)C(=O)OC methyl 6-bromo-1-((E)-3-((2R,3S)-3-hydroxypiperidin-2-yl) allyl)-1H-indole-3-carboxylate dihydrochloride